C1(CCC1)C=1C(=NN(C1C1=CC=C(C=C1)OC(F)(F)F)C)NC(CC1COC1)=O N-(4-cyclobutyl-1-methyl-5-(4-(trifluoromethoxy)phenyl)-1H-pyrazol-3-yl)-2-(oxetan-3-yl)acetamide